(benzotriazol-1-yl)tris(dimethylamino)phosphonium N1(N=NC2=C1C=CC=C2)[P+](N(C)C)(N(C)C)N(C)C